(E)-3-(3,5-difluoro-1H-indazol-6-yl)-N-(3-fluoro-2-methyl-6-(4-methylpiperazin-1-yl)phenyl)acrylamide FC1=NNC2=CC(=C(C=C12)F)/C=C/C(=O)NC1=C(C(=CC=C1N1CCN(CC1)C)F)C